ClC1=C(C=NN(C1=O)C)N[C@@H]1C[C@@H](CN(C1)C)C1=CC=C(C=C1)CN1CCN(CC1)C=1C=CC(=C(C1)C1C(NC(CC1)=O)=O)F 3-[5-[4-[[4-[(3R,5R)-5-[(5-chloro-1-methyl-6-oxo-pyridazin-4-yl)amino]-1-methyl-3-piperidyl]phenyl]methyl]piperazin-1-yl]-2-fluoro-phenyl]piperidine-2,6-dione